tert-butyl (3R,5'S)-5-bromo-5'-carbamoyl-2-oxospiro[indoline-3,3'-pyrrolidine]-1'-carboxylate BrC=1C=C2C(=CC1)NC([C@@]21CN([C@@H](C1)C(N)=O)C(=O)OC(C)(C)C)=O